2-(2,4-dimethyl-5-(2-(((S)-phenyl((R)-5,6,7,8-tetrahydropyrido[3,2-c]pyridazin-7-yl)methyl)amino)ethyl)phenyl)acetic acid CC1=C(C=C(C(=C1)C)CCN[C@@H]([C@@H]1CC=2N=NC=CC2NC1)C1=CC=CC=C1)CC(=O)O